C(C)(C)(C)OC(=O)N1CC2=CC=CC=C2C[C@H]1[C@@H]1OC1 (S)-3-((S)-oxiran-2-yl)-3,4-dihydroisoquinoline-2(1H)-carboxylic acid tert-butyl ester